C(C)(C)(C)OC(N(C)C1CCN(CC1)C1=C2CCN(C2=CC=C1F)C1C(NC(CC1)=O)=O)=O N-[1-[1-(2,6-dioxo-3-piperidyl)-5-fluoro-indolin-4-yl]-4-piperidyl]-N-methyl-carbamic acid tert-butyl ester